CC1(C(N(C2=NC=CC(=C21)C=2C=CC(=C(C(=O)NC1=CC=CC=C1)C2)C(F)(F)F)C=2C=NC=CC2)=O)C 5-(3,3-dimethyl-2-oxo-1-(pyridin-3-yl)-2,3-dihydro-1H-pyrrolo[2,3-b]pyridin-4-yl)-N-phenyl-2-(trifluoromethyl)benzamide